(R)-N4-(4-chloro-2-(1-methyl-1H-pyrazol-3-yl)thiazol-5-yl)-2-methyl-N1-((S)-11-oxo-2,3,10,11-tetrahydro-1H,5H-benzo[d]pyrazolo[1,2-a][1,2]diazepin-10-yl)succinamide ClC=1N=C(SC1NC(C[C@H](C(=O)N[C@H]1C2=C(CN3N(C1=O)CCC3)C=CC=C2)C)=O)C2=NN(C=C2)C